3-(7-chloro-2-ethylsulfanyl-8-fluoro-5-isopropoxy-pyrido[4,3-d]pyrimidin-4-yl)-3,8-diazabicyclo[3.2.1]octane-8-carboxylic acid tert-butyl ester C(C)(C)(C)OC(=O)N1C2CN(CC1CC2)C=2C1=C(N=C(N2)SCC)C(=C(N=C1OC(C)C)Cl)F